3-((1-((R)-3-cyclohexyl-2-methylpropanoyl)-4-hydroxy-3,3-dimethylpiperidin-4-yl)methyl)-6-(2-(hydroxymethyl)phenyl)pyrimidin-4(3H)-one C1(CCCCC1)C[C@H](C(=O)N1CC(C(CC1)(O)CN1C=NC(=CC1=O)C1=C(C=CC=C1)CO)(C)C)C